tert-Butyl 5-bromo-6-chloro-3-(1-methyl-1H-pyrazol-4-yl)-1H-pyrazolo[4,3-b]pyridine-1-carboxylate BrC1=C(C=C2C(=N1)C(=NN2C(=O)OC(C)(C)C)C=2C=NN(C2)C)Cl